C(C)(C)(C)OC(=O)N1C[C@@H]([C@@H](CC1)OC1CN(C1)C1=CC=CC=2N(C(N(C21)C)=O)C2C(NC(CC2)=O)=O)F (3s,4r)-4-[1-[1-(2,6-dioxo-3-piperidinyl)-3-methyl-2-oxo-benzoimidazol-4-yl]azetidin-3-yl]oxy-3-fluoro-piperidine-1-carboxylic acid tert-butyl ester